[N+](=O)([O-])C1=C(C=CC(=C1)[N+](=O)[O-])S(=O)(=O)[NH-] 2,4-dinitrobenzenesulfonyl-amide